N1C=NC=C1C(C)O imidazol-5-yl-ethanol